7-chloro-3,3-dimethyl-5-(6-oxo-1,6-dihydropyridazin-3-yl)indolin-2-one ClC=1C=C(C=C2C(C(NC12)=O)(C)C)C1=NNC(C=C1)=O